NC1=C2C(=NC=N1)N(N=C2C2=CC=C(C=C2)OC2=CC=CC=C2)C2CCN(CC2)CCOCCSC2=C1C(N(C(C1=CC=C2)=O)C2C(NC(CC2)=O)=O)=O 4-((2-(2-(4-(4-amino-3-(4-phenoxyphenyl)-1H-pyrazolo[3,4-d]pyrimidin-1-yl)piperidine-1-yl)ethoxy)ethyl)thio)-2-(2,6-dioxopiperidin-3-yl)isoindoline-1,3-dione